CC1(N=NCO1)CO[C@@H]1C[C@@H](NCC1)C 5-methyl-5-[[(2S,4S)-2-methyl-4-piperidinyl]oxymethyl]-1,3,4-oxadiazole